C=1(N=CC2=NC=3C=CC=CC3C21)C=2N=CC1=NC=3C=CC=CC3C12 Bipyrrolo[3,4-b]indole